N(=[N+]=[N-])CCOCCOCCOCCNC(=O)C1C(CCC1)C1=C(C=CC=C1)Cl N-(2-(2-(2-(2-azidoethoxy)ethoxy)ethoxy)ethyl)-2-(2-chlorophenyl)cyclopentane-1-carboxamide